C(C)OC(CCC(=O)C1=NC2=C(C=CC=C2C(=C1O)Br)C1=C(C=CC=C1)F)=O 4-[4-bromo-8-(2-fluoro-phenyl)-3-hydroxy-quinolin-2-yl]-4-oxo-butyric acid ethyl ester